N-((2S,4R)-2-(3,4-Difluorophenyl)piperidin-4-yl)-2,2,2-trifluoro-N-methylacetamide hydrochloride Cl.FC=1C=C(C=CC1F)[C@H]1NCC[C@H](C1)N(C(C(F)(F)F)=O)C